(4-(4-((3-(3,6-difluoropyridin-2-yl)-1-((1r,4r)-4-ethoxycyclohexyl)-1H-pyrazol-4-yl)carbamoyl)thiazol-2-yl)-1H-pyrazol-1-yl)methyl L-valinate benzenesulfonate C1(=CC=CC=C1)S(=O)(=O)O.N[C@@H](C(C)C)C(=O)OCN1N=CC(=C1)C=1SC=C(N1)C(NC=1C(=NN(C1)C1CCC(CC1)OCC)C1=NC(=CC=C1F)F)=O